N[C@@H](C(=O)NC)C1=CC=CC=C1 (R)-2-amino-N-methyl-2-phenylacetamide